CSC1=C(N)C=CC(=C1)C(C(F)(F)F)(C(F)(F)F)F 2-methylsulfanyl-4-(heptafluoroisopropyl)aniline